NC1=NN2C(N=C(C=C2)C=2C=C3CN(C(C3=C(C2)NS(=O)(=O)C)=O)[C@@H](C)C2CC2)=C1C(=O)N[C@@H](CO)C(C)C 2-amino-5-{2-[(1S)-1-cyclopropylethyl]-7-methanesulfonamido-1-oxo-2,3-dihydro-1H-isoindol-5-yl}-N-[(2R)-1-hydroxy-3-methylbutan-2-yl]pyrazolo[1,5-a]pyrimidine-3-carboxamide